C(C1=CC=CC=C1)C1CC(N(C1)CC1(C(CN(CC1)C(C(CC1=CC=CC=C1)C)=O)(C)C)O)=O 4-Benzyl-1-((4-hydroxy-3,3-dimethyl-1-(2-methyl-3-phenylpropanoyl)piperidin-4-yl)methyl)pyrrolidin-2-one